C(N)(=N)C=1C=C(SC1)S(=O)(=O)NC(=O)[C@H]1N([C@H]2C[C@]2(C1)C)C(CNC(C1=CC=C(C=C1)OC1=CC=CC=C1)=O)=O (1S,3S,5S)-N-((4-carbamimidoylthiophen-2-yl)sulfonyl)-5-methyl-2-((4-phenoxy-benzoyl)glycyl)-2-azabicyclo[3.1.0]hexane-3-carboxamide